C(C=C)(=O)O.C(C=C)(=O)O.C(C=C)(=O)O.C1CO1 ethylene oxide tri-acrylate